(S)-2-(3,3-dimethyl-4-((R)-6-oxopiperidine-3-carbonyl)piperazin-1-yl)-N-(5-(4-fluorophenoxy)pyridin-2-yl)propanamide CC1(CN(CCN1C(=O)[C@H]1CNC(CC1)=O)[C@H](C(=O)NC1=NC=C(C=C1)OC1=CC=C(C=C1)F)C)C